3-(6-methoxy-7-(2-thiomorpholinoethylamino)quinazolin-4-yloxy)-4-methyl-N-(3-(trifluoromethyl)phenyl)benzamide COC=1C=C2C(=NC=NC2=CC1NCCN1CCSCC1)OC=1C=C(C(=O)NC2=CC(=CC=C2)C(F)(F)F)C=CC1C